N1[C@@H](CCC1)C(=O)N1[C@@H](CCC1)C(=O)O L-prolyl-L-proline